3-(7-((1-(2-(1H-pyrazol-1-yl)acetyl)piperidin-4-yl)oxy)-1-methyl-1H-indazol-3-yl)piperidine-2,6-dione N1(N=CC=C1)CC(=O)N1CCC(CC1)OC=1C=CC=C2C(=NN(C12)C)C1C(NC(CC1)=O)=O